N-((1S,3R)-3-((3',6-difluoro-2'-hydroxy-[1,1'-biphenyl]-3-yl)methyl)-3-(4-((S)-1-hydroxyethyl)oxazol-2-yl)cyclopentyl)methanesulfonamide FC=1C(=C(C=CC1)C1=CC(=CC=C1F)C[C@]1(C[C@H](CC1)NS(=O)(=O)C)C=1OC=C(N1)[C@H](C)O)O